C(C1=CC=CC=C1)N[C@@H]1C[C@@H]([C@H](CC1)O)C |r| rac-(1s,2s,4s)-4-(benzylamino)-2-methylcyclohexane-1-ol